1-adamantyl-ammonium C12(CC3CC(CC(C1)C3)C2)[NH3+]